butyl-(6-hydroxyhexyl)dimethylammonium C(CCC)[N+](C)(C)CCCCCCO